1,2,3,4,5-pentafluoro-6-(methylsulfinyl)benzene FC1=C(C(=C(C(=C1S(=O)C)F)F)F)F